3-(5-(((R)-1-((1H-pyrrolo[2,3-c]pyridin-3-yl)methyl)pyrrolidin-3-yl)oxy)-1-oxoisoindolin-2-yl)piperidine-2,6-dione N1C=C(C=2C1=CN=CC2)CN2C[C@@H](CC2)OC=2C=C1CN(C(C1=CC2)=O)C2C(NC(CC2)=O)=O